2,3,4,5-tetrahydrothiophene-1,1-dioxide S1(CCCC1)(=O)=O